CC=1C(=NC=C(C1)C)N1CCN(CC1)C(=O)C1=C(C=C(C=C1)C1(C(NC(N1)=O)=O)C)O 5-{4-[4-(3,5-dimethylpyridin-2-yl)piperazine-1-carbonyl]-3-hydroxyphenyl}-5-methylimidazolidine-2,4-dione